FC1=C(C=C(C=C1)C=C1OC(C2=CC=CC=C12)=O)N1C(C(C2=NC=CC=C21)(C)C)=O 1-(2-Fluoro-5-((3-oxoisobenzofuran-1(3H)-ylidene)methyl)phenyl)-3,3-dimethyl-1,3-dihydro-2H-pyrrolo[3,2-b]pyridin-2-one